C1(=CC=CC=C1)N1N=C2C(=N1)C=CC=C2 2-phenyl-2H-benzo[d][1,2,3]triazole